Tert-butyl (R)-3-((4-((2-(2-fluorophenyl)pyridin-4-yl)amino)-6-nitroquinazolin-7-yl)oxy)pyrrolidine-1-carboxylate FC1=C(C=CC=C1)C1=NC=CC(=C1)NC1=NC=NC2=CC(=C(C=C12)[N+](=O)[O-])O[C@H]1CN(CC1)C(=O)OC(C)(C)C